[Ca].C(CCCCCCCCCCC)OS(=O)(=O)C1=CC=CC=C1.NC1[C@@H]2CN(C[C@H]12)C(C)=O 1-((1r,5s,6s)-6-amino-3-azabicyclo[3.1.0]hexan-3-yl)ethan-1-one DodecylbenzeneSulfonate Calcium Salt